tris-(2,4-di-tert-butyl-5-methylphenyl) phosphite (phenylethyl)phenyl-phosphite C1(=CC=CC=C1)CCP(O)(O)(O)C1=CC=CC=C1.P(OC1=C(C=C(C(=C1)C)C(C)(C)C)C(C)(C)C)(OC1=C(C=C(C(=C1)C)C(C)(C)C)C(C)(C)C)OC1=C(C=C(C(=C1)C)C(C)(C)C)C(C)(C)C